Tert-butyl 4-amino-5-((triisopropylsilyl) ethynyl)-7H-pyrrolo[2,3-d]pyrimidine-7-carboxylate NC=1C2=C(N=CN1)N(C=C2C#C[Si](C(C)C)(C(C)C)C(C)C)C(=O)OC(C)(C)C